C(C)N(C(CC1(CCOCC1)O)=O)C1=CC=CC=C1 N-ethyl-2-(4-hydroxytetrahydro-2H-pyran-4-yl)-N-phenylacetamide